4-(3-chloro-4-(piperidin-4-yl)phenyl)-3-fluoro-1H-pyrrolo[2,3-b]pyridine ClC=1C=C(C=CC1C1CCNCC1)C1=C2C(=NC=C1)NC=C2F